3,3-bis(hydroxymethyl)-2-(3-nitrophenyl)chroman-4-one OCC1(C(OC2=CC=CC=C2C1=O)C1=CC(=CC=C1)[N+](=O)[O-])CO